FCCCN1CC(CC1)=CC1=CC=C(C=C1)/C/1=C(\CCCC2=C1C=CC(=C2)C(=O)O)/C2=CC=C(C=C2)C(F)(F)F (Z)-9-(4-((1-(3-fluoropropyl)pyrrolidin-3-ylidene)methyl)phenyl)-8-(4-(trifluoromethyl)phenyl)-6,7-dihydro-5H-benzo[7]annulene-3-carboxylic acid